ClC=1N=CC2=C(N1)N(C=C2Cl)C[C@H](COC2=NN(C(=C2N)C)C2CCC(CC2)OC)C 3-((R)-3-(2,5-di-chloro-7H-pyrrolo[2,3-d]pyrimidin-7-yl)-2-methylpropoxy)-1-((1r,4R)-4-methoxycyclohexyl)-5-methyl-1H-pyrazol-4-amine